C1(CC1)C=1OC=C(N1)C=1C=C(C=CC1)N(C(=O)[C@@H]1CC[C@H](CC1)O)C[C@@H]1CC[C@H](CC1)C1=NC(=C(C=C1)OC)C trans-N-(3-(2-Cyclopropyloxazol-4-yl)phenyl)-4-hydroxy-N-((trans-4-(5-methoxy-6-methylpyridin-2-yl)cyclohexyl)methyl)cyclohexanecarboxamide